C(#C)C=1C=NC2=C(C=C(C=C2C1)OC(C(=O)NCCC)CC)C 2-[(3-ethynyl-8-methyl-6-quinolyl)oxy]-N-propyl-butanamide